CN(C(=O)C=1N=CSC1)C1CCCC2=CC=CC=C12 thiazole-4-carboxylic acid methyl-(1,2,3,4-tetrahydronaphthalen-1-yl) amide